rac-(1r,5r,6r)-5-(4-bromophenyl)-2-azabicyclo[4.1.0]Heptane BrC1=CC=C(C=C1)[C@@H]1CCN[C@@H]2C[C@H]12 |r|